5-(2-Trimethylsilyl-1-ethynyl)-pyridin-3-yl 3-[4-(4-chloro-3,5-difluorophenyl)-1H-1,2,3-triazol-1-yl]-3-deoxy-2-O-methyl-1-thio-α-D-galactopyranoside ClC1=C(C=C(C=C1F)C=1N=NN(C1)[C@@H]1[C@H]([C@@H](SC=2C=NC=C(C2)C#C[Si](C)(C)C)O[C@@H]([C@@H]1O)CO)OC)F